C(C)(C)(C)C1=C(C=C(C(=N1)C)C=1NC=2C=CN=C(C2C(C1)=O)C(=O)N)Cl 2-(6-tert-butyl-5-chloro-2-methyl-3-pyridyl)-4-oxo-1H-1,6-naphthyridine-5-carboxamide